methyl 1-(2-(6-fluoro-1H-indol-3-yl)acetyl)azetidine-3-carboxylate FC1=CC=C2C(=CNC2=C1)CC(=O)N1CC(C1)C(=O)OC